COC1=CC(=NC=C1)C1=NSC(=N1)NC1=NC=C(C=C1N(C(OC(C)(C)C)=O)C)C(F)(F)F tert-butyl (2-((3-(4-methoxypyridin-2-yl)-1,2,4-thiadiazol-5-yl)amino)-5-(trifluoromethyl)pyridin-3-yl)(methyl)carbamate